2-(methacryloyloxy)propylphosphonic acid C(C(=C)C)(=O)OC(CP(O)(O)=O)C